1-bromo-3-(1-methylcyclopropyl)benzene BrC1=CC(=CC=C1)C1(CC1)C